(3'-(octadecyloxy)-5'-pentadecyl-[1,1'-biphenyl]-4-yl)methyl 4-(4-(2-hydroxyethyl)piperazin-1-yl)butanoate OCCN1CCN(CC1)CCCC(=O)OCC1=CC=C(C=C1)C1=CC(=CC(=C1)CCCCCCCCCCCCCCC)OCCCCCCCCCCCCCCCCCC